[Cl-].BrC1=CC=C(C=C1)C=1N(C=[N+]2C1C=1NC3=CC=CC=C3C1C=C2)CC2=CC(=C(C=C2)OC)OC 1-(4-Bromophenyl)-2-(3,4-dimethoxybenzyl)-2,11-dihydroimidazo[1',5':1,2]pyrido[3,4-b]indol-4-ium chloride